FC1=C(C=CC(=C1)I)NC1=C(C=2C(=NC(=CC2)OC)S1)C(=O)NOCCO ((2-fluoro-4-iodophenyl)amino)-N-(2-hydroxyethoxy)-6-methoxythieno[2,3-b]pyridine-3-carboxamide